The molecule is a beta-D-glucoside that is sesaminol in which the hydroxy group at position 5 is substituted by a beta-D-glucopyranoside group. A metabolite found in sesame seeds. It has a role as a plant metabolite. It is a beta-D-glucoside, a furofuran and a member of benzodioxoles. It derives from a sesaminol. C1[C@H]2[C@H](CO[C@@H]2C3=CC4=C(C=C3O[C@H]5[C@@H]([C@H]([C@@H]([C@H](O5)CO)O)O)O)OCO4)[C@H](O1)C6=CC7=C(C=C6)OCO7